C1(=CC=CC=C1)N[C@@H](CC1=CC=CC=C1)C(=O)NC1=NC=CC=C1 Nα-phenyl-N-(2-pyridyl)-phenylalaninamide